caprylic acid decyl ester C(CCCCCCCCC)OC(CCCCCCC)=O